methyl 3-(benzyloxy)-4-oxo-5-((2,4,6-trifluorobenzyl)carbamoyl)-1-((5,5,5-trifluoropent-1-en-3-yl)amino)-1,4-dihydropyridine-2-carboxylate C(C1=CC=CC=C1)OC1=C(N(C=C(C1=O)C(NCC1=C(C=C(C=C1F)F)F)=O)NC(C=C)CC(F)(F)F)C(=O)OC